3-cyclopropyl-N-[1-(2,2-difluoroethyl)imidazolidin-2-ylidene]-4-{[3-(2-methylpropionylamino)phenyl]amino}benzamide C1(CC1)C=1C=C(C(=O)N=C2N(CCN2)CC(F)F)C=CC1NC1=CC(=CC=C1)NC(C(C)C)=O